NC1=C(C(=NN1C1(CC1)C)C1=CC=C(C=C1)C(C)C(NC1=NOC(=C1)CC(C)(C)C)=O)C(=O)N 5-Amino-3-[4-(1-[[5-(2,2-dimethylpropyl)-1,2-oxazol-3-yl]carbamoyl]ethyl)phenyl]-1-(1-methylcyclopropyl)pyrazole-4-carboxamide